C(C)N=C=NCCCN(CC)CC N-ethyl-N'-(3-diethylamino-propyl)-carbodiimide